3-(2-(azepan-1-yl)acetamido)-N-(2-hydroxyethyl)-N,4-dimethylthiophene-2-carboxamide N1(CCCCCC1)CC(=O)NC1=C(SC=C1C)C(=O)N(C)CCO